Tosyl-pyrrole S(=O)(=O)(C1=CC=C(C)C=C1)C=1NC=CC1